CC=1C(=NC=CN1)C1=NN2C(NC(=CC2=O)C2=CC=C(C=C2)O[C@@H](C(F)(F)F)C2=CC=CC=C2)=C1C(=O)OCC (R)-ethyl 2-(3-methylpyrazin-2-yl)-7-oxo-5-(4-(2,2,2-trifluoro-1-phenylethoxy)phenyl)-4,7-dihydropyrazolo[1,5-a]pyrimidine-3-carboxylate